C1(CC1)N1C=C(C(C(=C1)C1=CC=C(C=C1)F)=O)C(=O)O 1-cyclopropyl-5-(4-fluorophenyl)-4-oxo-1,4-dihydropyridine-3-carboxylic acid